(S)-7-((4-(benzyloxy)phenyl)(pyridin-4-yl)methoxy)chroman-4-one C(C1=CC=CC=C1)OC1=CC=C(C=C1)[C@H](OC1=CC=C2C(CCOC2=C1)=O)C1=CC=NC=C1